OC1(CC(=CC(=C1)C)N1N=C2C(=N1)C=CC(=C2)Cl)C 2-(3'-hydroxy-3',5'-dimethylphenyl)-5-chlorobenzotriazole